2-[(2E)-2-(aminomethyl)-3-fluoroprop-2-en-1-yl]-4-[(5-{4-[5-(propan-2-yl)-1,2,4-oxadiazol-3-yl]phenyl}thiophen-2-yl)methyl]-2,4-dihydro-3H-1,2,4-triazol-3-one hydrochloride Cl.NC/C(/CN1N=CN(C1=O)CC=1SC(=CC1)C1=CC=C(C=C1)C1=NOC(=N1)C(C)C)=C\F